N(=[N+]=[N-])[C@@]1(O[C@H]([C@@]2(CCS2)[C@@H]1O)N1C(NC(C=C1)=O)=O)CI 1-((4R,5R,7S,8R)-7-azido-8-hydroxy-7-(iodomethyl)-6-oxa-1-thiaspiro[3.4]octan-5-yl)pyrimidine-2,4(1H,3H)-dione